ClC=1C=C2C(=C3C1NC(NC31CCCCC1)=O)OC(=N2)C(=O)N(C)CCN(C)C 5-chloro-N-[2-(dimethylamino)ethyl]-N-methyl-7-oxo-7,8-dihydro-6H-spiro[[1,3]oxazolo[5,4-f]quinazoline-9,1'-cyclohexane]-2-carboxamide